tert-butyl (1-(5-(trifluoromethyl)pyrimidin-2-yl)piperidin-4-yl)carbamate FC(C=1C=NC(=NC1)N1CCC(CC1)NC(OC(C)(C)C)=O)(F)F